NC1=C(C=CC(=C1)OC)S 2-amino-4-methoxy-benzenethiol